BrC1=C(C=C2C(=C(C(N(C2=C1)C=1C(=NC=CC1C)C(C)C)=C=O)[N+](=O)[O-])N1C(CN([C@@H](C1)C)C(=O)OC(C)(C)C)C(=O)OC)F 1-(Tert-butyl) 3-methyl (6R)-4-(7-bromo-6-fluoro-1-(2-isopropyl-4-methylpyridin-3-yl)-3-nitro-2-carbonyl-1,2-dihydroquinolin-4-yl)-6-methylpiperazine-1,3-dicarboxylate